1-(5-Cyano-4-hydroxypyridin-2-yl)-N-((6-phenylpyridin-3-yl)methyl)-1H-pyrazole-4-carboxamide C(#N)C=1C(=CC(=NC1)N1N=CC(=C1)C(=O)NCC=1C=NC(=CC1)C1=CC=CC=C1)O